di-n-butoxy bis(ethyl acetoacetate) C(C)CC(CC(=O)OOCCCC)=O.C(C)CC(CC(=O)OOCCCC)=O